7-Chloro-2-(5-methoxy-1-benzofuran-2-yl)-N-methylimidazo[1,2-a]pyridin-3-amine ClC1=CC=2N(C=C1)C(=C(N2)C=2OC1=C(C2)C=C(C=C1)OC)NC